tert-butyl (2S)-2-amino-6-[(tert-butoxycarbonyl) amino]hexanoate N[C@H](C(=O)OC(C)(C)C)CCCCNC(=O)OC(C)(C)C